ethyl 4,4,4-trifluoro-3-(4-fluorophenyl)-3-hydroxybutanoate FC(C(CC(=O)OCC)(O)C1=CC=C(C=C1)F)(F)F